2-(2-(2,6-Dioxopiperidin-3-yl)-1,3-dioxoisoindolin-4-yloxy)-N-(6-(2-((1E,3E)-4-(6-(methylamino)pyridin-3-yl)buta-1,3-dienyl)benzo[d]thiazol-6-yloxy)octyl)acetamide O=C1NC(CCC1N1C(C2=CC=CC(=C2C1=O)OCC(=O)NCCCCCC(CC)OC1=CC2=C(N=C(S2)\C=C\C=C\C=2C=NC(=CC2)NC)C=C1)=O)=O